FC(CC=1C(=NC(=NC1)N(CC1=CC=C(C=C1)OC)CC1=CC=C(C=C1)OC)OC)CF 5-(2,3-difluoropropyl)-4-methoxy-N,N-bis[(4-methoxyphenyl)methyl]pyrimidin-2-amine